7-(8-ethyl-7-fluoronaphthalen-1-yl)-8-fluoro-2-(((2R,7aS)-2-fluorotetrahydro-1H-pyrrolizin-7a(5H)-yl)methoxy)-4-(2,2,2-trifluoroethoxy)pyrido[4,3-d]pyrimidine C(C)C=1C(=CC=C2C=CC=C(C12)C1=C(C=2N=C(N=C(C2C=N1)OCC(F)(F)F)OC[C@]12CCCN2C[C@@H](C1)F)F)F